1-{[1-(4-chloro-3-fluorophenyl)-3-(2-methoxyethyl)-1H-1,2,4-triazol-5-yl]methyl}-3-{[3-methyl-1-(quinolin-7-yl)-1H-1,2,4-triazol-5-yl]methyl}urea ClC1=C(C=C(C=C1)N1N=C(N=C1CNC(=O)NCC1=NC(=NN1C1=CC=C2C=CC=NC2=C1)C)CCOC)F